C1OC[C@@H]2C1=C[C@@H]1CCCN21 (3as,7as,8ar)-hexahydro-1H-furo[3,4-b]pyrrolizin